1-(3'-(2-(2,6-diazaspiro[3.3]heptan-2-yl)pyridin-4-yl)-3-chloro-5'-fluoro-2'-hydroxy-[1,1'-biphenyl]-4-yl)-3-trideuteromethyl-1H-imidazol-2(3H)-one C1N(CC12CNC2)C2=NC=CC(=C2)C=2C(=C(C=C(C2)F)C2=CC(=C(C=C2)N2C(N(C=C2)C([2H])([2H])[2H])=O)Cl)O